C(C)(=O)C1=C(C2=C(N=C(N=C2)NC2=CC=C(C=N2)N2CCN(CC2)CC2=NC=C(C=O)C=C2)N(C1=O)C1CCCC1)C 6-((4-(6-((6-acetyl-8-cyclopentyl-5-methyl-7-oxo-7,8-dihydropyrido-[2,3-d]pyrimidin-2-yl)amino)pyridin-3-yl)piperazin-1-yl)methyl)nicotinaldehyde